7-Methoxy-1-methyl-2-(1-((2-(trimethylsilyl)ethoxy)methyl)-6-vinyl-1H-pyrrolo[2,3-b]pyridin-2-yl)-1H-benzo[d]imidazole-5-carboxylic acid COC1=CC(=CC2=C1N(C(=N2)C2=CC=1C(=NC(=CC1)C=C)N2COCC[Si](C)(C)C)C)C(=O)O